C(C)OC(CCCCCCC)OCC 1,1-diethoxyoctane